CC1=NC=CC(=C1)NC1=C(C=CC(=N1)N1CC2C(C1)CN(C2)C(=O)OC(C)(C)C)[N+](=O)[O-] tert-butyl 5-{6-[(2-methylpyridin-4-yl)amino]-5-nitropyridin-2-yl}-octahydropyrrolo[3,4-c]pyrrole-2-carboxylate